7-Chloro-4-(1-(5-((4,4-difluoropiperidin-1-yl)methyl)pyrimidin-2-yl)piperidin-4-yl)-1-methyl-1,4-dihydropyrido[2,3-b]pyrazine-2,3-dione ClC1=CC2=C(N(C(C(N2C)=O)=O)C2CCN(CC2)C2=NC=C(C=N2)CN2CCC(CC2)(F)F)N=C1